C(C=C)N1CN(CN(C1)CC=C)CC=C 1,3,5-Triallyl-1,3,5-triazin